sodium dibutyrate C(CCC)(=O)[O-].C(CCC)(=O)[O-].[Na+].[Na+]